butyl propionate (n-butyl propionate) C(CCC)C(C(=O)O)C.C(CC)(=O)OCCCC